(S)-4-(4-(2-Amino-3-(benzyloxy)-3-oxopropyl)phenyl) 1-methyl 2-methylenesuccinate, trifluoroacetate salt FC(C(=O)O)(F)F.C=C(C(=O)OC)CC(=O)OC1=CC=C(C=C1)C[C@@H](C(=O)OCC1=CC=CC=C1)N